ClC1=CC=C(C=C1)NCC1=NN=C(S1)NC(C1=C(C=NC=C1)C1=C(C=CC=C1)OC)=O N-(5-(((4-chlorophenyl)amino)methyl)-1,3,4-thiadiazol-2-yl)-3-(2-methoxyphenyl)isonicotinamide